2-(4-bromo-1-toluenesulfonyl-1H-indol-6-yl)acetonitrile BrC1=C2C=CN(C2=CC(=C1)CC#N)S(=O)(=O)CC1=CC=CC=C1